C(C)(C)[C@]1(C(NC(N1)=O)=O)C1=CC=C(C=C1)C(=O)N1CCC(CC1)C=1OC(=NN1)C1=C(C=CC=C1)C (R)-5-isopropyl-5-{4-[4-(5-o-tolyl-[1,3,4]oxadiazol-2-yl)piperidine-1-carbonyl]phenyl}imidazolidine-2,4-dione